nickel-Palladium [Pd].[Ni]